Cl.Cl.COC1=CC=C(C=C1)[C@@H]([C@@H](N)C1=CC=C(C=C1)OC)N (1S,2S)-1,2-bis(4-methoxyphenyl)ethylenediamine dihydrochloride